3,5-diacetyl-1,4-dihydro-dimethyl-pyridinesuccinyl-CoA (R)-benzyl-succinate C(C1=CC=CC=C1)[C@@H](C(=O)O)CC(=O)O.C(C)(=O)C1=C(N(C=C(C1C)C(C)=O)C)C(CC(=O)SCCNC(CCNC([C@@H](C(COP(OP(OC[C@@H]1[C@H]([C@H]([C@@H](O1)N1C=NC=2C(N)=NC=NC12)O)OP(=O)(O)O)(=O)O)(=O)O)(C)C)O)=O)=O)C(=O)O